2-[1-[2-[2-(2-Hydroxy-2-methyl-propyl)indazol-5-yl]-6-methyl-4-oxo-chromen-8-yl]ethylamino]benzoic acid OC(CN1N=C2C=CC(=CC2=C1)C=1OC2=C(C=C(C=C2C(C1)=O)C)C(C)NC1=C(C(=O)O)C=CC=C1)(C)C